C(C)(C)N1N=CC(=C1)[S@@](=O)(N)=NC(NC1=C2C(=NC3=C1CCC3)C(CC2)C)=O (R)-1-Isopropyl-N'-((3-methyl-1,2,3,5,6,7-hexahydrodicyclopenta[b,e]pyridin-8-yl)carbamoyl)-1H-pyrazole-4-sulfonimidamide